5-(4-bromophenyl)-1-methylpyrazole BrC1=CC=C(C=C1)C1=CC=NN1C